2-methyl-4-(7-Methoxy-1-methyl-β-carbolin-9-yl)butyric acid methyl ester COC(C(CCN1C2=CC(=CC=C2C=2C=CN=C(C12)C)OC)C)=O